[Cl-].C(C=C)(=O)OCC[N+](C)(C)C 2-acryloxyethyl-trimethylammonium chloride